ClC1=NC=CC(=C1Cl)SC1=C(N=CC(=N1)C(=O)O)C 6-((2,3-dichloropyridin-4-yl)thio)-5-methylpyrazine-2-carboxylic acid